COC1=CC=C(C(=O)NC2CCC(CC2)NC2=NC(=NC(=C2)C(F)(F)F)NCC)C=C1 4-methoxy-N-[(1s,4s)-4-{[2-(ethylamino)-6-(trifluoromethyl)pyrimidin-4-yl]amino}cyclohexyl]benzamide